(2R,5R)-4-(2-(chloromethyl)-5-methyl-6-oxo-5,6-dihydroimidazo[1,2-b]pyridazin-8-yl)-2-ethyl-5-(methoxymethyl)piperazine-1-carboxylic acid tert-butyl ester C(C)(C)(C)OC(=O)N1[C@@H](CN([C@H](C1)COC)C=1C=2N(N(C(C1)=O)C)C=C(N2)CCl)CC